3-cyclopropyl-4-(3-(difluoromethyl)-4-(methylsulfonyl)phenyl)-1H-pyrazolo[4,3-c]pyridine potassium [K].C1(CC1)C1=NNC2=C1C(=NC=C2)C2=CC(=C(C=C2)S(=O)(=O)C)C(F)F